ClC1=C(N[N+](=O)[O-])C=CC=C1 o-chloronitroaniline